C(C)OC(CCCCCCCCCCCO)=O 12-hydroxy-dodecanoic acid ethyl ester